2-[2-(R-1,4-diazabicyclo[4.3.0]non-4-yl)pyridin-5-yl]-5-methyl-N4-(2-oxo-2,3-dihydro-1,3-benzoxazol-5-yl)-2,4-pyrimidinediamine N12CCN(C[C@H]2CCC1)C1=NC=C(C=C1)C1(NC=C(C(=N1)NC=1C=CC2=C(NC(O2)=O)C1)C)N